OC1C[C@@H]([C@@H]([C@@H](O1)CO)CC(=O)O)CC(=O)O (2R,3S,4R)-6-hydroxy-2-(hydroxymethyl)tetrahydro-2H-pyran-3,4-diacetic acid